ClC1=C(C=CC=C1F)C1N(CCN(C1)C)C=1N=CC(=NC1)C(=O)N[C@H](C)\C=C\S(=O)(=O)C 5-(2-(2-chloro-3-fluorophenyl)-4-methylpiperazin-1-yl)-N-((R,E)-4-(methylsulfonyl)but-3-en-2-yl)pyrazine-2-carboxamide